Cl.NCCOCCNC(C1=C(C=C(C=C1)NC=1C=2N(C=CN1)C(=CN2)C2=CC(=C(C=C2)OC)F)C)=O N-(2-(2-aminoethoxy)ethyl)-4-((3-(3-fluoro-4-methoxyphenyl)imidazo[1,2-a]pyrazin-8-yl)amino)-2-methylbenzamide hydrochloride